4-fluoro-1-[2-(4-methoxyphenyl)cyclopropanecarbonyl]-N-{phenyl[4-(propan-2-yl)phenyl]methyl}pyrrolidine-2-carboxamide FC1CC(N(C1)C(=O)C1C(C1)C1=CC=C(C=C1)OC)C(=O)NC(C1=CC=C(C=C1)C(C)C)C1=CC=CC=C1